OCC([C@@H](C[C@H]1C(NCC1)=O)NC(=O)[C@@H]1N(C2CCC1CC2)C(=O)C=2NC1=CC=CC(=C1C2)OC)=O (R)-N-((R)-4-hydroxy-3-oxo-1-((S)-2-oxopyrrolidin-3-yl)butan-2-yl)-2-(4-methoxy-1H-indole-2-carbonyl)-2-azabicyclo[2.2.2]octane-3-carboxamide